6-{6-methoxy-5-[1-(oxan-2-yl)pyrazol-4-yl]pyridin-2-yl}-N-methyl-N-(2,2,6,6-tetramethylpiperidin-4-yl)pyridazin-3-amine COC1=C(C=CC(=N1)C1=CC=C(N=N1)N(C1CC(NC(C1)(C)C)(C)C)C)C=1C=NN(C1)C1OCCCC1